FC(OC1=CC(=C(C(=C1)C)N1N=C2N=C(NC(C2=C1)=O)C(=C)OCC)C)F 2-{4-(difluoromethoxy)-2,6-dimethylphenyl}-6-(1-ethoxyvinyl)-2,5-dihydro-4H-pyrazolo[3,4-d]pyrimidin-4-one